2-methyl-4,6-dichloropyrimidine-5-formaldehyde CC1=NC(=C(C(=N1)Cl)C=O)Cl